(1R,3S)-3-[5-(5-{[2-(1,3-dioxolan-2-yl)-3-[(4-methoxyphenyl)methoxy]phenyl]methoxy}-2-methylpyrazole-3-amido)-2H-pyrazol-3-yl]cyclopentyl N-isopropylcarbamate C(C)(C)NC(O[C@H]1C[C@H](CC1)C=1NN=C(C1)NC(=O)C=1N(N=C(C1)OCC1=C(C(=CC=C1)OCC1=CC=C(C=C1)OC)C1OCCO1)C)=O